CC1(N(C(CCC1)(C)C)N(CCO)CCO)C 2,2'-[(2,2,6,6-tetramethyl-piperidinyl)-imino]-bis-[ethanol]